bromo-trichloromethane BrC(Cl)(Cl)Cl